BrC1=C(C2=C(N(C(N2C)=O)COCC[Si](C)(C)C)C=C1)O 5-bromo-4-hydroxy-3-methyl-1-((2-(trimethylsilyl)ethoxy)methyl)-1,3-dihydro-2H-benzo[d]imidazol-2-one